2-(4-{7-[(R)-2-(trifluoromethyl)-1-azetidinyl]-3-chloro-1,3a,6-triaza-5-indenyl}-1-pyrazolyl)-1-(1-piperazinyl)-1-ethanone FC([C@@H]1N(CC1)C1=NC(=CN2C(=CN=C12)Cl)C=1C=NN(C1)CC(=O)N1CCNCC1)(F)F